NCCC(CCN[C@@H]1CCC=2C=C(C(=C(C2C1)F)N1CC(NS1(=O)=O)=O)O)(C)C 5-{(7R)-7-[(5-amino-3,3-dimethylpentyl)amino]-1-fluoro-3-hydroxy-5,6,7,8-tetrahydronaphthalen-2-yl}-1λ6,2,5-thiadiazolidine-1,1,3-trione